C(=O)C1=CC=C(OC23CC(C2)(C3)NC(OC(C)(C)C)=O)C=C1 tert-Butyl (3-(4-formylphenoxy)bicyclo[1.1.1]pentan-1-yl)carbamate